S1C(=NC2=C1C=CC=C2)C2=CC=C(OCCCCCC(=O)NO)C=C2 6-(4-(benzo[d]thiazole-2-yl)phenoxy)-N-hydroxyhexanamide